FC1(OC2=C(O1)C=CC(=C2)COC2=CC=CC(=N2)C=2CCN(CC2)C(=O)OC(C)(C)C)F tert-butyl 6-(2,2-difluorobenzo[d][1,3]dioxolan-5-ylmethoxy)-3',6'-dihydro-[2,4'-bipyridine]-1'(2'H)-carboxylate